C(C)(C)(C)[C@]1(N(C[C@H](CC1)C)C(=O)OC(C(C)C)C1=CC=CC=C1)C1CC2(C1)CC(C2)C#N 2-methyl-1-phenylpropanol tert-butyl-(2R,5S)-2-(6-cyanospiro[3.3]heptan-2-yl)-5-methyl-piperidine-1-carboxylate